C(#N)C=1C=C(C=CC1)C#C\C=C/1\C(CN(CC1)C(=O)OC(C)(C)C)(C)C tert-Butyl (4E)-4-[3-(3-cyanophenyl)prop-2-ynylidene]-3,3-dimethyl-piperidine-1-carboxylate